3-([1,2,4]-triazolo[4,3-a]pyridin-6-yl)-5-(1-methyl-1H-pyrazol-4-yl)thieno[3,2-b]pyridine N=1N=CN2C1C=CC(=C2)C2=CSC=1C2=NC(=CC1)C=1C=NN(C1)C